NC1=C(C=CC(=C1)NCC1=CC=C(C=C1)C(F)(F)F)NC(CCCCCCC1=CC=CC=C1)=O N-(2-Amino-4-((4-(trifluoromethyl)benzyl)amino)phenyl)-7-phenylheptanamid